S(=O)(=O)(ON1[C@@H]2CC[C@H](N(C1=O)C2)C(NS(=O)(=O)C2CC(CC2)NC(C)=O)=N)O (2S,5R)-2-(N-((3-acetamidocyclopentyl) sulfonyl) carbamimidoyl)-7-oxo-1,6-diazabicyclo[3.2.1]octan-6-yl hydrogen sulfate